ClC1=C(C=C(C=C1)Cl)NC=1SC=C(N1)C=1SC=CN1 N-(2,5-dichlorophenyl)-[2,4'-bithiazole]-2'-amine